1-methylindole-3-carboxylate CN1C=C(C2=CC=CC=C12)C(=O)[O-]